C(C)N1C[C@H]2N(CC[C@H]2C1)C1=CC=C(N=N1)C1=C(C=C(C=C1C)C(F)(F)F)O |r| [6-[rac-(3aS,6aS)-5-ethyl-2,3,3a,4,6,6a-hexahydropyrrolo[3,4-b]pyrrol-1-yl]pyridazin-3-yl]-3-methyl-5-(trifluoromethyl)phenol